triethylammonium tetrakis(3,5-difluorophenyl)borate FC=1C=C(C=C(C1)F)[B-](C1=CC(=CC(=C1)F)F)(C1=CC(=CC(=C1)F)F)C1=CC(=CC(=C1)F)F.C(C)[NH+](CC)CC